2-(6-(3-(Difluoromethyl)-4-fluorophenyl)-1H-pyrazolo[4,3-b]pyridin-1-yl)-1-(pyrazin-2-yl)ethan-1-one FC(C=1C=C(C=CC1F)C=1C=C2C(=NC1)C=NN2CC(=O)C2=NC=CN=C2)F